ClC1=C2CNCC2=CC(=C1OCCCOC=1C(=CC2=C(C=C(S2)C(CCC(=O)OCC)=O)C1F)OC)OC ethyl 4-[5-[3-(4-chloro-6-methoxy-isoindolin-5-yl) oxypropoxy]-4-fluoro-6-methoxy-benzothiophen-2-yl]-4-oxo-butanoate